COC1=CC=C(C=N1)C(C(C#N)C1=CC=CC=C1)=O 3-(6-methoxypyridin-3-yl)-3-oxo-2-phenylpropanenitrile